C1(=CC=CC=C1)C1=CC(=NS1)C=1C=C(C=CC1)C 5-phenyl-3-(m-tolyl)isothiazole